2-(((R)-1-(3,7-dimethyl-4-oxo-2-((S)-3-(trifluoromethyl)piperidin-1-yl)-4H-pyrido[1,2-a]pyrimidin-9-yl)ethyl)amino)benzoic acid CC1=C(N=C2N(C1=O)C=C(C=C2[C@@H](C)NC2=C(C(=O)O)C=CC=C2)C)N2C[C@H](CCC2)C(F)(F)F